(R)-1-(4-chloro-2-fluorophenyl)ethan-1-amine ClC1=CC(=C(C=C1)[C@@H](C)N)F